N-tert-butyl-4-[[2-[4-chloro-1-[(4-methoxyphenyl)methyl]indazol-6-yl]acetyl]amino]pyridine-2-carboxamide C(C)(C)(C)NC(=O)C1=NC=CC(=C1)NC(CC1=CC(=C2C=NN(C2=C1)CC1=CC=C(C=C1)OC)Cl)=O